B(O)(O)C1=C(CN(C=2C=C(C(=O)O)C=CC2)C)C=CC=C1 3-((2-boronobenzyl)(methyl)amino)benzoic acid